NC1CN(CCC1)[C@@H]1N2C(=NC=3C=C(C=C(OC1)C32)C=O)C=3N(C2=CC(=CC=C2C3)F)CCOC 3-(R)-(3-Aminopiperidin-1-yl)(2-(6-fluoro-1-(2-methoxyethyl)-1H-indol-2-yl)-3,4-dihydro-5-oxa-1,2a-diazaacenaphthylen-7-yl)methanon